C(C=C)(=O)OCCCCCCCCCCCC[Si](C)(C)I acryloxydodecyliododimethylsilane